(2S,4R)-1-(2-methylbenzofuro[3,2-d]pyrimidin-4-yl)-4-(2-oxo-2-((2-(trifluoromethyl)-[1,1'-biphenyl]-4-yl)amino)ethyl)pyrrolidine-2-carboxylic acid CC=1N=C(C2=C(N1)C1=C(O2)C=CC=C1)N1[C@@H](C[C@@H](C1)CC(NC1=CC(=C(C=C1)C1=CC=CC=C1)C(F)(F)F)=O)C(=O)O